2-(6-chloro-1H-pyrrolo[3,2-c]pyridin-1-yl)-5-methyl-4-(tetrahydrofuran-3-yl)thiazole ClC1=CC2=C(C=N1)C=CN2C=2SC(=C(N2)C2COCC2)C